6-[5-(difluoromethyl)-1,3,4-oxadiazol-2-yl]-2-{[(3,4-difluorophenyl)methyl](methyl)amino}-2,3-dihydro-1H-isoindol-1-one FC(C1=NN=C(O1)C1=CC=C2CN(C(C2=C1)=O)N(C)CC1=CC(=C(C=C1)F)F)F